(3R)-3-(4-chlorophenyl)-2-[(4-chlorophenyl)methyl]-6-(2-hydroxypropan-2-yl)-3-[(1H-pyrazol-4-yl)methoxy]-2,3-dihydro-1H-isoindol-1-one ClC1=CC=C(C=C1)[C@@]1(N(C(C2=CC(=CC=C12)C(C)(C)O)=O)CC1=CC=C(C=C1)Cl)OCC=1C=NNC1